CN(C)C.CN(C)C.FC1=CNC=2N=CNC(C21)=O 5-fluoro-3,7-dihydro-4H-pyrrolo[2,3-d]pyrimidin-4-one di-trimethylamine salt